4-[3,3-difluoropropyl-[4-(5,6,7,8-tetrahydro-1,8-naphthyridin-2-yl)butyl]amino]-2-[[2-hydroxy-2-phenyl-propanoyl]amino]butanoic acid FC(CCN(CCC(C(=O)O)NC(C(C)(C1=CC=CC=C1)O)=O)CCCCC1=NC=2NCCCC2C=C1)F